(S)-4-chloro-1,3-dihydrospiro[indene-2,4'-piperidine]-1-amine dihydrochloride Cl.Cl.ClC1=C2CC3(CCNCC3)[C@@H](C2=CC=C1)N